(S)-alpha-hydroxyphenylacetic acid O[C@H](C(=O)O)C1=CC=CC=C1